3-fluoro-5-(hydroxymethyl)phenylboronic acid FC=1C=C(C=C(C1)CO)B(O)O